sodium ethylenediamine ditosylate acetate C(C)(=O)[O-].S(=O)(=O)(O)C1=CC=C(C)C=C1.S(=O)(=O)(O)C1=CC=C(C)C=C1.C(CN)N.[Na+]